4-(7-(4-((5-(2-chloro-4-phenoxybenzoyl)-7H-pyrrolo[2,3-d]pyrimidin-4-yl)amino)piperidin-1-yl)-7-oxohept-1-yn-1-yl)-2-(2,6-dioxopiperidin-3-yl)isoindoline-1,3-dione ClC1=C(C(=O)C2=CNC=3N=CN=C(C32)NC3CCN(CC3)C(CCCCC#CC3=C2C(N(C(C2=CC=C3)=O)C3C(NC(CC3)=O)=O)=O)=O)C=CC(=C1)OC1=CC=CC=C1